BrC1=CC=C(C=C1)\C(\C1CC[N+](CC1)(C1(CCN(CC1)C(=O)C=1C(=NC=CC1C)C)C)[O-])=N/OCC 4-[(Z)-(4-bromophenyl)-(ethoxyimino)methyl]-1'-[(2,4-dimethyl-3-pyridinyl)carbonyl]-4'-methyl-1,4'-bipiperidine N-oxide